ClC1=CC=C(C(=N1)C=1C=NN(C1)C)NC(C)C=1C=2C3=C(N(C(C2C=C(C1)C)=O)C)N(N=C3)CCO 9-(1-((6-chloro-2-(1-methyl-1H-pyrazol-4-yl)pyridin-3-yl)amino)ethyl)-3-(2-hydroxyethyl)-4,7-dimethyl-3,4-dihydro-5H-pyrazolo[3,4-c]isoquinolin-5-one